methyl (S)-4-amino-3-(((tetrahydrofuran-3-yl)methyl)amino)benzoate NC1=C(C=C(C(=O)OC)C=C1)NC[C@H]1COCC1